C(C)(C)(C)C1=CC=C(C=C1)CCCO 3-(4-(tert-butyl)phenyl)propan-1-ol